pyrido[3,2-b][1,4]oxazonine-10-carboxylic acid N1=CC=CC=2OC=CC=CC(=NC21)C(=O)O